(2-((2S,4S)-4-amino-2-(hydroxymethyl)pyrrolidin-1-yl)-4-(4-cyanopyridin-3-yl)phenyl)-2-(2-fluoro-6-methylphenyl)pyrimidine-4-carboxamide N[C@H]1C[C@H](N(C1)C1=C(C=CC(=C1)C=1C=NC=CC1C#N)C=1C(=NC(=NC1)C1=C(C=CC=C1C)F)C(=O)N)CO